(8R,9S,13S,14S,17S)-13-methyl-6,7,8,9,11,12,14,15,16,17-decahydrocyclopenta[a]phenanthrene-3,17-diol C[C@@]12[C@H](CC[C@H]1[C@@H]1CCC=3C=C(C=CC3[C@H]1CC2)O)O